CC1=CC=C(O1)S(=O)(=O)NC=1C=CC=C2C=CC=NC12 5-methyl-N-(quinolin-8-yl)furan-2-sulfonamide